CC(=O)N1C=C(C2=C1C=CC(=C2)Br)OC(=O)C 5-bromoindoxyl diacetate